CC1=CN(C=C1)C1=NC(=NC(=N1)C1=NC(=CC=C1)C(F)(F)F)NC1=CC(=NC=C1)C(F)(F)F 4-(3-methyl-1H-pyrrol-1-yl)-6-(6-(trifluoromethyl)pyridin-2-yl)-N-(2-(trifluoromethyl)pyridin-4-yl)-1,3,5-triazin-2-amine